OCCN1C(CN(CC1)CCO)CC N-hydroxyethyl-N'-hydroxyethyl-ethyl-piperazine